2-methylnaphthalene-1,4-diol CC1=C(C2=CC=CC=C2C(=C1)O)O